CN(C)\C=N/C(=O)C1=NC=C(C(=C1)C)C=1C=NC2=C(N(C(CN2)=O)C[C@@H]2CC[C@H](CC2)OC)N1 (Z)-N-((dimethylamino)methylene)-5-(8-(((trans)-4-methoxycyclohexyl)methyl)-7-oxo-5,6,7,8-tetrahydropyrazino[2,3-b]Pyrazin-2-yl)-4-methylpyridinecarboxamide